C=1(C(=CC=CC1)N)C=1C(=CC=CC1)C=1C(=CC=CC1)C1=CC=CC=C1 1,1':2',1'':2'',1'''-quaterphenyl-2-amine